FC1(CCC2=C1N=C(N=C2N2CCC(CC2)OCC(=O)N2CCNCC2)N2[C@H](CC2)C)F (S)-2-((1-(7,7-difluoro-2-(2-methylazetidin-1-yl)-6,7-dihydro-5H-cyclopenta[d]pyrimidin-4-yl)piperidin-4-yl)oxy)-1-(piperazin-1-yl)ethan-1-one